8-[(2R,3S)-3-(methanesulfonyl-methyl)-2-methylazetidin-1-yl]-N-[2-(4-methoxypiperidin-1-yl)pyrimidin-4-yl]-5-(propan-2-yl)-2,7-naphthyridin-3-amine CS(=O)(=O)C[C@@H]1[C@H](N(C1)C=1N=CC(=C2C=C(N=CC12)NC1=NC(=NC=C1)N1CCC(CC1)OC)C(C)C)C